triethoxyisocyanatopropyl-silane C(C)O[Si](CCCN=C=O)(OCC)OCC